[K].C(C)N(CCCS(=O)(=O)NC(CC1=C(C=C(C=C1C1=CC(=NC=C1)OC)F)C(C)C)=O)CC N-((3-(Diethylamino)propyl)sulfonyl)-2-(4-fluoro-2-isopropyl-6-(2-methoxypyridin-4-yl)phenyl)acetamide, potassium salt